di(biphenyl) carbonate C(O)(O)=O.C1(=CC=CC=C1)C1=CC=CC=C1.C1(=CC=CC=C1)C1=CC=CC=C1